C(#N)C1=C(C=CC(=C1)C(F)(F)F)N1CCC(CC1)(C(=O)N[C@H]1CN(CC1)C)C1=NC=C(N=C1)C=1C(=NC=CC1)OCC 1-[2-cyano-4-(trifluoromethyl)phenyl]-4-[5-(2-ethoxypyridin-3-yl)pyrazin-2-yl]-N-[(3R)-1-methylpyrrolidin-3-yl]piperidine-4-carboxamide